1,3-Dipentylbenzimidazolium methanesulfonate CS(=O)(=O)[O-].C(CCCC)[N+]1=CN(C2=C1C=CC=C2)CCCCC